C1=NC=C(C2=CC=CC=C12)B(O)O 4-isoquinolylboronic acid